9-[(2R,3R,4R,5R)-4-{[tert-butyl(dimethyl)silyl]oxy}-5-({[tert-butyl(dimethyl)silyl]oxy}methyl)-3-fluorotetrahydrofuran-2-yl]-6-chloro-9H-purine [Si](C)(C)(C(C)(C)C)O[C@H]1[C@H]([C@@H](O[C@@H]1CO[Si](C)(C)C(C)(C)C)N1C2=NC=NC(=C2N=C1)Cl)F